ClC=1C=CC(=C(C1)[C@H](CCN([C@@H](C(=O)O)C1=C(C(=C(C=C1)F)C)C1CCN(CC1)CC(F)(F)F)C)N1CCN(CC1)C(C)C)C (R)-2-(((S)-3-(5-chloro-2-methylphenyl)-3-(4-isopropylpiperazin-1-yl)propyl)(methyl)amino)-2-(4-fluoro-3-methyl-2-(1-(2,2,2-trifluoroethyl)piperidin-4-yl)phenyl)acetic acid